1-(bromomethyl)spiro[2.2]pentane BrCC1CC12CC2